N1C(C(CC2CCCC=C12)=O)=O hexahydroquinolinedione